ClC=1C=CC(=C(C1)C1=C(C=CC=C1)NC(C1=NC=CC=C1)=O)SC1=CC=CC=C1 N-(5'-chloro-2'-(phenylthio)-[1,1'-biphenyl]-2-yl)picolinamide